COC=1C=C2CCN(CC2=CC1NC1=NC=C(C(=N1)NCC1CCNCC1)C(=O)N)C 2-[(6-methoxy-2-methyl-1,2,3,4-tetrahydroisoquinolin-7-yl)amino]-4-{[(piperidin-4-yl)methyl]amino}pyrimidine-5-carboxamide